NC1=C(C(=NC(=N1)C1=C(C=C(C=C1)C#N)F)C(=O)OC)C=C methyl 6-amino-2-(4-cyano-2-fluorophenyl)-5-vinylpyrimidine-4-carboxylate